2-amino-4-(butylamino)-6-((4-((dimethylamino)methyl)cyclohexyl)methyl)pyrido[4,3-d]pyrimidine NC=1N=C(C2=C(N1)C=CN(C2)CC2CCC(CC2)CN(C)C)NCCCC